C(C1=CC=CC=C1)NS(=O)(=O)C1=CC(=C(C=C1)F)C1=NC2=C(C=CN=C2C=C1)N1CCOCC1 N-benzyl-4-fluoro-3-(8-morpholino-1,5-naphthyridin-2-yl)benzenesulfonamide